The molecule is a member of the class of cyclohexenones that is cyclohex-2-en-1-one substituted by hydroxy groups at positions 2, 4, 5 and 6 (the 4R,5S,6R-stereoisomer). It is a member of cyclohexenones, an enone and an enol. It derives from a cyclohex-2-enone. It is a conjugate acid of a (3R,4S,5R)-3,4,5-trihydroxy-6-oxocyclohex-1-en-1-olate. It is a tautomer of a 3D-3,5/4-trihydroxycyclohexane-1,2-dione. C1=C(C(=O)[C@@H]([C@H]([C@@H]1O)O)O)O